4-[(2,4-dimethoxyphenyl)methylamino]-7-methylimidazo[1,5-a]quinoxaline-8-carboxylic acid COC1=C(C=CC(=C1)OC)CNC=1C=2N(C3=CC(=C(C=C3N1)C)C(=O)O)C=NC2